OCC1OC(C(C(C1O)O)O)OC1=CC=C2C3=C(NC2=C1)C(=NCC3)C 2-(hydroxy-methyl)-6-((1-methyl-4,9-dihydro-3H-pyrido[3,4-b]-indol-7-yl)-oxy)tetrahydro-2H-pyran-3,4,5-triol